N-(2,2-difluoroethyl)-4-(6-fluoro-3-oxo-1,3-dihydropyrazolo[4,3-c]cinnolin-2-yl)-benzamide FC(CNC(C1=CC=C(C=C1)N1NC2=C(N=NC=3C(=CC=CC23)F)C1=O)=O)F